FC1(CC1)CN1N=C2N(C(N(CC2=C1)C1CCN(CC1)C1=C(C=CC=C1C)F)=O)CC1=C(C=CC=C1)C(F)(F)F 2-(1-Fluoro-cyclopropylmethyl)-5-[1-(2-fluoro-6-methyl-phenyl)-piperidin-4-yl]-7-(2-trifluoromethyl-benzyl)-2,4,5,7-tetrahydro-pyrazolo[3,4-d]pyrimidin-6-on